PROPOXYAMINO-BUTYRAMID C(CC)ONC(C(=O)N)CC